N1(C=NC=C1)CC=1C=C(C2=C(C(N(CCO2)C2=CC=NC3=C(C=C(C=C23)CC)C(=O)NCCOC)=O)C1)C=1C(=NN(C1)C)C(F)(F)F 4-(7-((1H-imidazol-1-yl)methyl)-9-(1-methyl-3-(trifluoromethyl)-1H-pyrazol-4-yl)-5-oxo-2,3-dihydrobenzo[f][1,4]oxazepin-4(5H)-yl)-6-ethyl-N-(2-methoxyethyl)quinoline-8-carboxamide